7-(2-((R)-2-hydroxy-2-((S)-1,2,3,4-tetrahydroisoquinolin-3-yl)ethyl)-4,4-dimethyl-1-oxo-1,2,3,4-tetrahydroisoquinoline-6-carbonyl)-7-azaspiro[3.5]nonane-2-carbonitrile O[C@H](CN1C(C2=CC=C(C=C2C(C1)(C)C)C(=O)N1CCC2(CC(C2)C#N)CC1)=O)[C@H]1NCC2=CC=CC=C2C1